C(C1=CC=CC=C1)OC=1C=C(C#N)C=C(C1C(=O)N1CC2=CC=CC(=C2C1)NC1COC(C1)=O)O 3-(Benzyloxy)-5-hydroxy-4-(4-((5-oxotetrahydrofuran-3-yl)amino)isoindoline-2-carbonyl)benzonitrile